dimethylsilylene(3-(5-methyl-2-furyl)-cyclopenta[2,3-b]thiophen-6-yl)(cyclopentadienyl)zirconium dichloride [Cl-].[Cl-].C[Si](=[Zr+2](C1C=CC=C1)C=1C=CC=2C1SCC2C=2OC(=CC2)C)C